tert-Butyl 3-(3-(6-(3-methoxy-1-methyl-1H-pyrazole-4-carboxamido)pyridin-2-yl)-4H-1,2,4-triazol-4-yl)pyrrolidine-1-carboxylate COC1=NN(C=C1C(=O)NC1=CC=CC(=N1)C1=NN=CN1C1CN(CC1)C(=O)OC(C)(C)C)C